FC(CC1=CC2=C(S1)[C@@]1(C[C@@H](N(CC1)CC=1C=NN(C1)CCS(=O)(=O)C)C)OCC2)F (2'S,7R)-2-(2,2-difluoroethyl)-2'-methyl-1'-[[1-(2-methylsulfonylethyl)pyrazol-4-yl]methyl]spiro[4,5-dihydrothieno[2,3-c]pyran-7,4'-piperidine]